2,3-diaminophthalate NC1(C(C(=O)[O-])C=CC=C1N)C(=O)[O-]